OC1=C(C=C(C=C1)C=1N=NC(=NN1)C1=CC=C(C=C1)O)CN1CCN(CC1)C(=O)OC(C)(C)C tert-butyl 4-[[2-hydroxy-5-[6-(4-hydroxyphenyl)-1,2,4,5-tetrazin-3-yl] phenyl]methyl]piperazine-1-carboxylate